COC(CC1=CC(=CC=C1)S(N(CC1=CC=C(C=C1)OC)CC1=CC=C(C=C1)OC)(=O)=O)=O 2-(3-(N,N-bis(4-methoxybenzyl)sulfamoyl)phenyl)acetic acid methyl ester